C(C)(C)(C)C1=CC=C(C=C1)C1=NC2=C(N1)C=CC=C2O 2-(4-tert-Butylphenyl)-1H-benzo[d]imidazol-4-ol